4-bromoisoquinolin-1(2H)-one BrC1=CNC(C2=CC=CC=C12)=O